NCCCC1=C(C=C(N)C=C1)F 4-(3-aminopropyl)-3-fluoroaniline